methyl 4-hydroxyisothiazole-3-carboxylate OC=1C(=NSC1)C(=O)OC